5-(4-(3-amino-5-ethynylpyridin-4-yl)-2-chloro-5-fluorobenzamido)-3-chloro-N-neopentylpyridinamide NC=1C=NC=C(C1C1=CC(=C(C(=O)NC=2C=C(C(=NC2)C(=O)NCC(C)(C)C)Cl)C=C1F)Cl)C#C